N-(2-carbamoylphenyl)-3,5-bistrifluoromethylbenzamide C(N)(=O)C1=C(C=CC=C1)NC(C1=CC(=CC(=C1)C(F)(F)F)C(F)(F)F)=O